CC1(CC(OC2=CC(=CC(=C12)CC(=O)OC(C)(C)C)C)=O)C tert-Butyl 2-(4,4,7-trimethyl-2-oxochroman-5-yl)acetate